ClC1=C(C=C(C=C1)N1CCN(CC1)C1=CC(=C(N)C=C1F)OC)F 4-(4-(4-chloro-3-fluorophenyl)piperazin-1-yl)-5-fluoro-2-methoxyaniline